(((11aS,11bR)-3-((3-chloro-2-fluorobenzyl)carbamoyl)-4,6-dioxo-1,2,4,6,9,10,11a,11b-octahydro-8H-[1,3]oxazino[2',3':3,4]pyrazino[2,1,6-cd]indolizin-5-yl)oxy)methyl ethyl carbonate C(OCOC1=C2N3[C@H](CCC3=C(C1=O)C(NCC1=C(C(=CC=C1)Cl)F)=O)[C@H]1N(C2=O)CCCO1)(OCC)=O